FCC12C=C(CC(CC1)(O2)CF)C2=CC=C(C(=N2)C2=CCC(CC2)(C)C)NC(=O)C=2NC(=CN2)C#N N-[6-[1,5-bis(fluoromethyl)-8-oxabicyclo[3.2.1]oct-2-en-3-yl]-2-(4,4-dimethylcyclohexen-1-yl)-3-pyridyl]-5-cyano-1H-imidazole-2-carboxamide